nonadecyl nonacosanoate C(CCCCCCCCCCCCCCCCCCCCCCCCCCCC)(=O)OCCCCCCCCCCCCCCCCCCC